3-chloro-6-fluoro-5-(4-((1R,5S)-8-methyl-3,8-diazabicyclo[3.2.1]octan-3-yl)phenyl)pyridin-2-amine ClC=1C(=NC(=C(C1)C1=CC=C(C=C1)N1C[C@H]2CC[C@@H](C1)N2C)F)N